C(C=C)N1N(C2=NC(=NC=C2C1=O)NC1=CC(=NC=C1)C)C=1C=C(OC2CCN(CC2)C(=O)OC(C)(C)C)C=CC1 tert-butyl 4-(3-(2-allyl-6-((2-methylpyridin-4-yl)amino)-3-oxo-2,3-dihydro-1H-pyrazolo[3,4-d]pyrimidin-1-yl)phenoxy)piperidine-1-carboxylate